ClC1=C(C=C2CC(CC2=C1)NC)C=1SN=C2C1N=CN(C2=O)CC2(CCN(CC2)C(CC(C(F)F)N2N=C(C=C2)F)=O)O 3-(6-chloro-2-(methylamino)-2,3-dihydro-1H-inden-5-yl)-6-((1-(4,4-difluoro-3-(3-fluoro-1H-pyrazol-1-yl)butyryl)-4-hydroxypiperidin-4-yl)methyl)isothiazolo[4,3-d]pyrimidin-7(6H)-one